((6-(difluoromethoxy)-2-(3'-(6-methoxy-5-(((R)-2-methylpyrrolidin-1-yl)methyl)pyridin-2-yl)-2,2'-dimethyl-[1,1'-biphenyl]-3-yl)benzo[d]oxazol-5-yl)methyl)-L-proline FC(OC1=CC2=C(N=C(O2)C=2C(=C(C=CC2)C2=C(C(=CC=C2)C2=NC(=C(C=C2)CN2[C@@H](CCC2)C)OC)C)C)C=C1CN1[C@@H](CCC1)C(=O)O)F